ClC=1N=CC2=C(N1)N(C=C2)CCC2=CC=C(C=C2)F 2-Chloro-7-(4-fluorophenethyl)-7H-pyrrolo[2,3-d]pyrimidine